2-(bromomethyl)-1-methyl-1H-imidazole BrCC=1N(C=CN1)C